C(C)C=1C=NN2C1N=C(C=C2NCC=2C=[N+](C=CC2)[O-])N2[C@@H](CCCC2)CCO (S)-3-(((3-Ethyl-5-(2-(2-hydroxyethyl)piperidin-1-yl)pyrazolo[1,5-a]pyrimidin-7-yl)amino)methyl)pyridine 1-oxide